C(CCCCCCCCC(=O)OC1CC(NC(C1)(C)C)(C)C)(=O)OC1CC(NC(C1)(C)C)(C)C Bis(2,2,6,6-tetramethyl-4-piperidyl) decanedioate